N-(2,3,4,5,6-pentamethylbenzyl)benzimidazole CC1=C(CN2C=NC3=C2C=CC=C3)C(=C(C(=C1C)C)C)C